CC1N(CC2(CCC2)C1)S(=O)(=O)C=1C=NC=C(C#N)C1 5-((7-methyl-6-azaspiro[3.4]octan-6-yl)sulfonyl)nicotinonitrile